FC1=CC(=CC(=C1)N[C@@H]1CN(CC1)CCCF)F 2,6-difluoro-4-(((S)-1-(3-fluoropropyl)tetrahydropyrrol-3-yl)amino)benzene